1'-(benzimidazol-1-yl)-3',3'-dimethyl-spiro(cyclopropane-1,4'-isoquinoline) N1(C=NC2=C1C=CC=C2)C2=NC(C1(C3=CC=CC=C23)CC1)(C)C